N-(2-hydroxybenzyl)-2,5-dimethoxy-4-bromo-phenethylamine OC1=C(CNCCC2=C(C=C(C(=C2)OC)Br)OC)C=CC=C1